IC=1C=C(C=CC1)CNC1=C2N=CN(C2=NC=N1)[C@H]1[C@H](O)[C@H](O)[C@H](O1)C(=O)NC 1-Deoxy-1-[6-[((3-Iodophenyl)methyl)amino]-9H-purin-9-yl]-N-methyl-β-D-ribofuranuronamide